N'-propylsulfonyldiamine C(CC)NS(=O)(=O)N